BrC=1C=C2N=CC(=NC2=CC1)N1CCC(CC1)OC 6-bromo-2-(4-methoxy-1-piperidinyl)quinoxaline